(7-(pentylamino)-1,8-naphthyridin-2-yl)butanamide C(CCCC)NC1=CC=C2C=CC(=NC2=N1)C(C(=O)N)CC